ClC1=CC=C(C=C1)C1=NOC(=N1)C12CC(C1)(C2)NC(=O)C2=NC(=NS2)C2(CC2)S(=O)(=O)C N-[3-[3-(4-chlorophenyl)-1,2,4-oxadiazol-5-yl]-1-bicyclo[1.1.1]pentanyl]-3-(1-methylsulfonylcyclopropyl)-1,2,4-thiadiazole-5-carboxamide